C(C)(C)(C)OC(=O)N1CCC(CC1)N1C=C(C2=CC=CC=C12)C(C(=O)OC)=O.FNC1CC1 (1R,2S)-fluoroaminocyclopropane tert-butyl-4-[3-(2-methoxy-2-oxoacetyl)indol-1-yl]piperidine-1-carboxylate